3-chloro-2-(4,4-difluorobutylsulfanyl)phenol ClC=1C(=C(C=CC1)O)SCCCC(F)F